C(C)OC(=O)C1CCC(CC1)C1=NC2=CC=CC=C2C(N1)=O 4-(4-oxo-3,4-dihydroquinazolin-2-yl)cyclohexane-1-carboxylic acid ethyl ester